5-chloro-2,3,4-trifluorobenzoic acid ClC=1C(=C(C(=C(C(=O)O)C1)F)F)F